Butyl ((4-(3-(6-morpholinopyridin-2-yl)cyclobutyl)pyridin-2-yl)methyl)carbamate O1CCN(CC1)C1=CC=CC(=N1)C1CC(C1)C1=CC(=NC=C1)CNC(OCCCC)=O